ClC1=C(C(=CC=C1)Cl)N1N2C(C3=C(C1=O)C=NC(=N3)SC)=NC=C2C 6-(2,6-dichlorophenyl)-8-methyl-2-(methylthio)imidazo[1,2-b]pyrimido[4,5-d]pyridazin-5(6H)-one